NC1(C(=CC(=CN1)C=1C=NC=CC1)O[C@H](C)C=1C=C(C=CC1)NC(C1=CC(=CC=C1)N(C)C)=O)N1CCN(CC1)C (R)-N-(3-(1-((6-amino-6-(4-methylpiperazin-1-yl)-[3,3-bipyridin]-5-yl)oxy)ethyl)phenyl)-3-(dimethylamino)benzamide